6-bromo-1,3,3-trimethylindol-2-one BrC1=CC=C2C(C(N(C2=C1)C)=O)(C)C